heptatriaconta-6,9,28,31-tetraene-19-yl 4-(dimethylamino)butanoate CN(CCCC(=O)OC(CCCCCCCCC=CCC=CCCCCC)CCCCCCCCC=CCC=CCCCCC)C